FC=1C=CC(=C(C1)NC(=S)C1=CC=NC=C1)N1CCCCC1 N-[5-fluoro-2-(1-piperidinyl)phenyl]-4-pyridinethioamide